(2R,5R)-1-(2-{6-Benzyl-3,3-dimethyl-1H,2H,3H-pyrrolo[3,2-c]pyridin-1-yl}-2-oxoethyl)-N,N,5-trimethylpiperazine-2-carboxamide, hydrochloride salt Cl.C(C1=CC=CC=C1)C1=CC2=C(C=N1)C(CN2C(CN2[C@H](CN[C@@H](C2)C)C(=O)N(C)C)=O)(C)C